C(#N)C=1C=CC(=NC1S(=O)(=O)C)C(=O)NCCC(=O)O 3-(5-cyano-6-(methylsulfonyl)picolinamido)propanoic acid